C(C)(C)(C)OC(=O)N([C@H](C(=O)O)CC(C)(C)F)C([2H])([2H])[2H] (S)-2-((tert-butoxycarbonyl)(methyl-d3)amino)-4-fluoro-4-methylpentanoic acid